The molecule is an organic heterotricyclic compound that is 9,10-dihydroxy-7-methoxy-3-methyl-1H-benzo[g]isochromen-1-one attached to a tetrasaccharide residue at position 9 via a glycosidic linkage. Isolated from Cassia obtusifolia, it exhibits anti-allergic activity. It has a role as a metabolite and a histamine antagonist. It is a member of isochromenes, a member of phenols, an aromatic ether, an organic heterotricyclic compound, a delta-lactone and a tetrasaccharide derivative. CC1=CC2=CC3=CC(=CC(=C3C(=C2C(=O)O1)O)O[C@H]4[C@@H]([C@H]([C@@H]([C@H](O4)CO[C@H]5[C@@H]([C@H]([C@@H]([C@H](O5)CO)O)O[C@H]6[C@@H]([C@H]([C@@H]([C@H](O6)CO[C@H]7[C@@H]([C@H]([C@@H]([C@H](O7)CO)O)O)O)O)O)O)O)O)O)O)OC